FC=1C=C2C(CC(N(C2=CC1C(=O)N)C)=O)(C)C 6-fluoro-1,4,4-trimethyl-2-oxo-1,2,3,4-tetrahydroquinoline-7-carboxamide